NC[C@@H](C1=CC=CC=C1)NC(CCC1=NC=2C(=NC=CC2)N1CC1=CC=C(C=C1)OC(F)(F)F)=O N-((R)-2-Amino-1-phenyl-ethyl)-3-[3-(4-trifluoromethoxy-benzyl)-3H-imidazo[4,5-b]pyridin-2-yl]-propionamide